C(C)(=O)N[C@@H](CCCCN)C(=O)N[C@@H](CC(O)=O)C(=O)N[C@@H](C(C)C)C(=O)N[C@@H](CC1=CC=C(C=C1)O)C(=O)O N2-acetyl-L-lysyl-L-alpha-aspartyl-L-valyl-L-tyrosine